4-Aminocyclohexane-carboxylic acid NC1CCC(CC1)C(=O)O